CC\C=C\CCCC Trans-3-octene